N-benzyl-isatoic anhydride C(C1=CC=CC=C1)N1C=2C(C(=O)OC1=O)=CC=CC2